C1(=CC=CC=C1)C1N(C2=CC=CC=C2C(C12C(C1=CC=CC=C1C2=O)=O)C=C)S(=O)(=O)C2=CC=CC=C2 2'-phenyl-1'-benzenesulfonyl-4'-vinyl-1',4'-dihydro-2'H-spiro[indene-2,3'-quinoline]-1,3-dione